N2-(4-(tert-butyl)phenethyl)-N4-(2-(4-methylpiperazin-1-yl)ethyl)quinazoline-2,4-diamine C(C)(C)(C)C1=CC=C(CCNC2=NC3=CC=CC=C3C(=N2)NCCN2CCN(CC2)C)C=C1